[N+](=O)(OCCC1CN(C1)S(=O)(=O)C1=CC(=C(C=C1)OCC)C=1NC(C2=C(N1)C(=NN2C)CCC)=O)[O-] 2-(1-((4-ethoxy-3-(1-methyl-7-oxo-3-propyl-6,7-dihydro-1H-pyrazolo[4,3-d]pyrimidin-5-yl)phenyl) sulfonyl)azetidin-3-yl)ethyl nitrate